FC1=CC(=C2CN(C(C2=C1)=O)C1C(NC(CC1)=O)=O)C1CCN(CC1)CCCCCCCCCC1=CC=C(C=C1)C1=NC=2N(C(=C1)N1CCN(CC1)CCO)N=C(C2C2=CC=CC=C2)C 3-(6-Fluoro-4-(1-(9-(4-(7-(4-(2-hydroxyethyl)piperazin-1-yl)-2-methyl-3-phenylpyrazolo[1,5-a]pyrimidin-5-yl)phenyl)nonyl)piperidin-4-yl)-1-oxoisoindolin-2-yl)-piperidine-2,6-dione